tert-butyl ((trans)-3-(2-(5-amino-3-carbamoyl-1H-indazol-1-yl)-N-(2-((3-chloro-2-fluorobenzyl)amino)-2-oxoethyl)acetamido)cyclobutyl)carbamate NC=1C=C2C(=NN(C2=CC1)CC(=O)N(CC(=O)NCC1=C(C(=CC=C1)Cl)F)[C@@H]1C[C@H](C1)NC(OC(C)(C)C)=O)C(N)=O